FC1(CC(C1)OC=1C=2N(C=C(C1)N)C=CN2)F 8-(3,3-Difluorocyclobutoxy)imidazo[1,2-a]pyridin-6-amine